2,2-dioctyldecanoat C(CCCCCCC)C(C(=O)[O-])(CCCCCCCC)CCCCCCCC